(R)-1-(5-chloro-4-fluoro-2-(1-fluoro-3-hydroxyprop-2-yloxy)phenyl)propan-1-one methyl-5-chloro-2-[[6-chloro-3-(3,6-dihydro-2H-thiopyran-4-yl)-4-quinolyl]amino]benzoate COC(C1=C(C=CC(=C1)Cl)NC1=C(C=NC2=CC=C(C=C12)Cl)C=1CCSCC1)=O.ClC=1C(=CC(=C(C1)C(CC)=O)O[C@@H](CF)CO)F